CCCCCCCCCCCCCC/C=C\OC[C@H](COP(=O)(O)OCCN)O 1-(1Z-hexadecenyl)-sn-glycero-3-phosphoethanolamine